BrC1=C(C(=CC=C1)F)N1CCCCC1 1-(2-Bromo-6-fluoro-phenyl)-piperidin